diisopropyl-octyl-methoxysilane C(C)(C)[Si](OC)(CCCCCCCC)C(C)C